5-amino-4-(1-heptynyl)-2-methylbenzene NC=1C(=CC(=CC1)C)C#CCCCCC